Methyl 2-bromoacetate BrCC(=O)OC